FC1=C(C(=C(C(=C1F)F)F)F)[B-](C1=C(C(=C(C(=C1F)F)F)F)F)(C1=C(C(=C(C(=C1F)F)F)F)F)C1=C(C(=C(C(=C1F)F)F)F)F.C[NH+](C1=CC=C(C=C1)CCCCCCCCCCCCCCCCCCC)CCCCCCCCCCCCCC N-methyl-4-nonadecyl-N-tetradecylanilinium tetrakis(perfluorophenyl)borate